C[C@H]1OC(OC1)=O (R)-4-Methyl-1,3-dioxolan-2-on